N1N=NN=C1C1=C(C=CC=C1)C1=CC2=C(OCC=C[C@H]2CCC(F)(F)F)C(=C1)N |r| (+/-)-7-(2-(1H-tetrazol-5-yl)phenyl)-5-(3,3,3-trifluoropropyl)-2,5-dihydrobenzo[b]oxepin-9-amine